(1R,3S)-3-(1-(tert-butyl)-5-(pyridazin-3-ylamino)-1H-pyrazol-3-yl)cyclopentyl bicyclo[1.1.1]pentan-1-ylcarbamate C12(CC(C1)C2)NC(O[C@H]2C[C@H](CC2)C2=NN(C(=C2)NC=2N=NC=CC2)C(C)(C)C)=O